C[C@H]1CN(CCN1)CC1CCN(CC1)C1CCN(CC1)C=1C=C2CN(C(C2=CC1)=O)C1C(NC(CC1)=O)=O 3-{5-[4-(4-{[(3S)-3-methylpiperazin-1-yl]methyl}piperidin-1-yl)piperidin-1-yl]-1-oxo-3H-isoindol-2-yl}piperidine-2,6-dione